F[C@H]1CN(CC[C@@H]1N)S(=O)(=O)C (3S,4S)-3-Fluoro-1-methyl-sulfonylpiperidin-4-amine